Cl.CN(C)CC1=CC=C(C(=O)O)C=C1 4-[(dimethylamino)methyl]benzoic acid hydrochloride